C(=O)C=1C=C2C=C(N(C2=CC1OCC=1N=CSC1)S(=O)(=O)C1=CC=C(C)C=C1)CNC(=O)C1(CC1)C N-((5-formyl-6-(thiazol-4-ylmethoxy)-1-tosyl-1H-indol-2-yl)methyl)-1-methylcyclopropane-1-carboxamide